O1C(=C(O)C(=O)C=2C(O)=C(C(O)=CC12)C=1C(=C2C(C(=C(OC2=C(C1O)C1=C(C=2C(C(=C(OC2C=C1O)C1=CC(O)=C(O)C=C1)O)=O)O)C1=CC(O)=C(O)C=C1)O)=O)O)C1=CC(O)=C(O)C=C1 terquercetin